(5-(2-(((1-fluorocyclopropyl)methyl)amino)-7H-pyrrolo[2,3-d]pyrimidin-5-yl)pyrazolo[1,5-a]pyridin-3-yl)(piperidin-1-yl)methanone FC1(CC1)CNC=1N=CC2=C(N1)NC=C2C2=CC=1N(C=C2)N=CC1C(=O)N1CCCCC1